C1(=CC(=CC=C1)C[C@H]1[C@H](CCC=2N1C(C(=NC2Cl)Cl)=O)NS(=O)(=O)C)C2=CC=CC=C2 |r| rac-N-{(6S,7S)-6-[([1,1'-biphenyl]-3-yl)methyl]-1,3-dichloro-4-oxo-6,7,8,9-tetrahydro-4H-pyrido[1,2-a]pyrazin-7-yl}methanesulfonamide